3-ethylbenzylamine C(C)C=1C=C(CN)C=CC1